ClC=1C=C(C=CC1C(=O)N1CCN(CC1)C(C[N+]1(CCOCC1)C)=O)NC(=O)C=1N(C(=CN1)C1=C(C(=C(C=C1)OC)F)F)C N-[3-chloro-4-[4-[2-(4-methyl-morpholin-4-ium-4-yl)acetyl]-piperazine-1-carbonyl]phenyl]-5-(2,3-difluoro-4-methoxy-phenyl)-1-methyl-imidazole-2-carboxamide